COC1=CC=C(C=C1)C1=CN=C2N1C=CN=C2NC2CCN(CC2)C(C(=C)C)=O 1-(4-{[3-(4-methoxyphenyl)imidazo[1,2-a]pyrazin-8-yl]amino}hexahydropyridin-1-yl)-2-methylpropan-2-en-1-one